ClC=1C=C(C=CC1C(F)(F)F)S(=O)(=NCC=1N=C2N(C=C(C=C2)C2=NOC(=N2)C(F)(F)F)C1)C (3-chloro-4-(trifluoromethyl)phenyl)(methyl)(((6-(5-(trifluoromethyl)-1,2,4-oxadiazol-3-yl)imidazo[1,2-a]pyridin-2-yl)methyl)imino)-λ6-sulfanone